racemic-5-(4-(5-fluoro-2-azabicyclo[2.2.1]heptan-2-yl)-6,6-dimethyl-8,9-dihydro-6H-[1,4]oxazino[4,3-e]purin-2-yl)pyrimidin-2-amine FC1C2CN(C(C1)C2)C=2C=1N=C3N(C1N=C(N2)C=2C=NC(=NC2)N)CCOC3(C)C